O1[C@@H](CC1)CN1C(=NC=2C1=NC(=CC2)C(=O)O)CN2CCC(CC2)C2=C1CCC(OC1=CC=C2)C2=CC=CC=C2 3-(((S)-oxetan-2-yl)methyl)-2-((4-(2-phenylchroman-5-yl)piperidin-1-yl)methyl)-3H-imidazo[4,5-b]pyridine-5-carboxylic acid